FC1=C2C(NC(=NC2=CC(=C1F)N[C@H]1COCCC1)CS[C@@H]1CC[C@H](CC1)O)=O 5,6-Difluoro-2-((((trans)-4-hydroxycyclohexyl)thio)methyl)-7-(((R)-tetrahydro-2H-pyran-3-yl)amino)quinazolin-4(3H)-one